C1=NC=CC2=CC=CC(=C12)B(O)O 8-ISOQUINOLINEBORONIC ACID